(R)-1-(difluoromethyl)-4-fluoro-N'-((1,2,3,5,6,7-hexahydro-s-indacen-4-yl)-carbamoyl)-1H-pyrazole-3-sulfonimidamide FC(N1N=C(C(=C1)F)[S@@](=O)(N)=NC(NC1=C2CCCC2=CC=2CCCC12)=O)F